CC1=CC=C(C=C1)C1=C(C(NC2=CC=CC=C12)=O)C(\C=C\C=1C=NC=NC1)=O 4-(4-methylphenyl)-3-[(2E)-3-(pyrimidin-5-yl)prop-2-enoyl]-1,2-dihydroquinolin-2-one